C(#N)C1=C(SC2=C1CN(C(C2)C)CC2=CC(=CC=C2)F)NC(CC2=CC(=C(C=C2)S(N)(=O)=O)OCCOC)=O N-(3-cyano-5-(3-fluorobenzyl)-6-methyl-4,5,6,7-tetrahydrothieno[3,2-c]pyridin-2-yl)-2-(3-(2-methoxyethoxy)-4-sulfamoylphenyl)acetamide